trifluoromethoxyphenyl-thiourea FC(ON(C(=S)N)C1=CC=CC=C1)(F)F